n-butyl methanesulfonate CS(=O)(=O)OCCCC